N1[C@@H](CCC1=O)C(=O)[O-].[Mg+2].N1[C@@H](CCC1=O)C(=O)[O-] Magnesium pidolat